tert.-butyl [2-(2-methylphenyl)-1,3-benzoxazol-5-yl]carbamate CC1=C(C=CC=C1)C=1OC2=C(N1)C=C(C=C2)NC(OC(C)(C)C)=O